6-(butylamino)-1-ethyl-3,5-Diphenyl-3,5-dihydroimidazo[4,5-c][1,2]thiazine-4(1H)-one 2,2-dioxide C(CCC)NC=1N(C2=C(N(S(C(C2=O)C2=CC=CC=C2)(=O)=O)CC)N1)C1=CC=CC=C1